(R)-1-(1-(1-((1H-1,2,4-triazol-3-yl)methoxy)-6,7-difluoroisoquinolin-4-yl)ethyl)-3-(3-chloro-4-fluorophenyl)-1-(3-hydroxypropyl)urea N1N=C(N=C1)COC1=NC=C(C2=CC(=C(C=C12)F)F)[C@@H](C)N(C(=O)NC1=CC(=C(C=C1)F)Cl)CCCO